CN1C=C(C2=CC=CC=C12)CC(=O)N 2-(1-methylindol-3-yl)acetamide